CNCC=1C=C(C=C(C1)N1[C@@H](CCC1)C)C=1N=C(C(=NC1)N)OC=1C=NN(C1)C1CCN(CC1)C (R)-5-(3-((methylamino)methyl)-5-(2-methylpyrrolidin-1-yl)phenyl)-3-((1-(1-methylpiperidin-4-yl)-1H-pyrazol-4-yl)oxy)pyrazin-2-amine